IC=1C=CC=C(C)C1 5-iodotoluene